C1N(CCC12CNCC2)C=2C=NC1=CC=C(C=C1C2)C=2N=CNC2C2=NC(=CC=C2)C 3-(2,7-diazaspiro[4.4]nonan-2-yl)-6-[5-(6-methyl-2-pyridyl)-1H-imidazol-4-yl]quinoline